COC=1C=C(C=NC1OC1CC(C1)N(C)C)NC1=NC=CC(=N1)NC=1C=NC2=CC=CC=C2C1 2-{5-methoxy-6-[(1s,3s)-3-(dimethylamino)cyclobutoxy]-3-pyridylamino}-4-(3-quinolylamino)pyrimidine